CC1=CC(=NN1C=1C=C2C=CN(C2=CC1)CC1=CC=C(C=C1)C=1CCNCC1)C(=O)N 5-methyl-1-(1-(4-(1,2,3,6-tetrahydropyridin-4-yl)benzyl)-1H-indol-5-yl)-1H-pyrazole-3-carboxamide